CC1C(NC2CNNC2C2CCNC(CCCC1)C2)=O 9-methyl-8-oxo-3,4,7,15-tetraazatricyclo[12.3.1.02,6]Octadecan